8-(cyclopropanecarbonyl)-4-[(2R)-3-(3,4-dihydro-1H-isoquinolin-2-yl)-2-hydroxy-propyl]-2,3-dihydro-1,4-benzoxazepin-5-one C1(CC1)C(=O)C1=CC2=C(C(N(CCO2)C[C@@H](CN2CC3=CC=CC=C3CC2)O)=O)C=C1